CC1(OB(OC1(C)C)C=1C=C2CCC(NC2=CC1)=O)C 6-(4,4,5,5-tetramethyl-1,3,2-dioxaborolan-2-yl)-3,4-dihydroquinolin-2(1H)-one